FC1=C(C=CC(=C1)F)CNC(=O)C=1C(C(=C2N(C[C@H]3OC[C@H]4[C@@H](N3C2=O)CCC4)C1)O)=O |r| racemic-(3aR,5aR,13aS)-N-[(2,4-Difluorophenyl)methyl]-11-hydroxy-10,12-dioxo-1,2,3,3a,4,5a,6,10,12,13a-decahydrocyclopenta[d]pyrido[1',2':4,5]pyrazino[2,1-b][1,3]oxazine-9-carboxamide